O=C1NC(CCC1N1C(C2=CC=CC(=C2C1)NCCCCCCCC(=O)NC1=CC(=CC=C1)C1=CC=2[C@H]3[C@@H]([C@@H](NC2C=C1)CO)CCN3S(=O)(=O)C3=CC=C(C)C=C3)=O)=O 8-((2-(2,6-dioxopiperidin-3-yl)-1-oxoisoindolin-4-yl)amino)-N-(3-((3aR,4R,9bR)-4-(hydroxymethyl)-1-tosyl-2,3,3a,4,5,9b-hexahydro-1H-pyrrolo[3,2-c]quinolin-8-yl)phenyl)octanamide